C(#N)C=1C=C(C=CC1)N1N=C(C=C1C(=O)NC1=CC(=CC=C1)C(CCC1CC1)N1C(CCC1)=O)C(F)(F)F 1-(3-cyanophenyl)-N-(3-(3-cyclopropyl-1-(2-oxopyrrolidin-1-yl)propyl)phenyl)-3-(trifluoromethyl)-1H-pyrazole-5-carboxamide